[Na].C(C)(C)(C)C1=CC2=C(OP(OC3=C(C2)C=C(C=C3C(C)(C)C)C(C)(C)C)(O)=O)C(=C1)C(C)(C)C 2,4,8,10-tetra(tert-butyl)-6-hydroxy-12H-dibenzo[d,g][1,3,2]dioxaphosphocin-6-oxide, sodium salt